1-N,N-dimethyl-1-(4-nitro-2-(trifluoromethyl)phenyl)methanamine CN(CC1=C(C=C(C=C1)[N+](=O)[O-])C(F)(F)F)C